(+)-trans-4-tert-butyl-cyclohexanol C(C)(C)(C)[C@@H]1CC[C@H](CC1)O